C(C1=CC=CC=C1)N(C(C1=NC=CC(=C1)C)=O)C1CCN(CC1)S(=O)(=O)CCCC N-benzyl-N-(1-(butylsulfonyl)piperidin-4-yl)-4-methylpicolinamide